C(C)C1=CNC2=NC=C(C=C21)C=2C=C1CCN(CC1=CC2)C(=O)N2CCOCC2 6-(3-Ethyl-1H-pyrrolo[2,3-b]pyridin-5-yl)-2-(morpholine-4-carbonyl)-1,2,3,4-tetrahydroisoquinoline